(2s,3r)-N-(2,3-difluorophenyl)-3,4-dihydro-5-methyl-3-(4-methylphenyl)-2H-pyrrole-2-carboxamide 1-oxide FC1=C(C=CC=C1F)NC(=O)[C@H]1[N+](=C(C[C@@H]1C1=CC=C(C=C1)C)C)[O-]